C(C(CC)C(=O)[O-])(C(=O)[O-])(C(=O)[O-])C(=O)[O-].[K+].[K+].[K+].[K+] potassium butanetetracarboxylic acid salt